Tert-butyl (S)-(2-(3,5-difluorophenyl)-1-(3-(4-methoxyphenyl)-4-oxo-3,4-dihydropyrido[2,3-d]pyrimidin-2-yl)ethyl)carbamate FC=1C=C(C=C(C1)F)C[C@@H](C=1N(C(C2=C(N1)N=CC=C2)=O)C2=CC=C(C=C2)OC)NC(OC(C)(C)C)=O